FC(C(=O)OC(C(=CF)F)=O)=CF 2,3-difluoroacrylic anhydride